(2R,3S,4R,5S,6R)-2-(hydroxymethyl)-6-((R)-1-(2-methyl-4-(5-(trifluoromethyl)pyrazin-2-yl)phenyl)ethyl)tetrahydro-2H-pyran-3,4,5-triol OC[C@H]1O[C@@H]([C@H]([C@H]([C@@H]1O)O)O)[C@H](C)C1=C(C=C(C=C1)C1=NC=C(N=C1)C(F)(F)F)C